(3S,4R)-4-[3-[2-hydroxy-6-methyl-4-(trifluoromethyl)phenyl]-5,6-dihydropyrrolo[2,3-c]pyridazin-7-yl]tetrahydropyran-3-ol OC1=C(C(=CC(=C1)C(F)(F)F)C)C1=CC2=C(N=N1)N(CC2)[C@H]2[C@@H](COCC2)O